1-(2-(2-oxo-5-((4-(4-(trifluoromethyl)piperidin-1-yl)phenyl)amino)benzo[d]oxazol-3(2H)-yl)ethyl)urea O=C1OC2=C(N1CCNC(=O)N)C=C(C=C2)NC2=CC=C(C=C2)N2CCC(CC2)C(F)(F)F